O=C1NC(CCC1N1N=C(C2=C(C=CC=C12)C#CC)C)=O 3-(1-(2,6-dioxopiperidin-3-yl)-3-methyl-1H-indazol-4-yl)prop-2-yne